NC1=NC2=NC=C(N=C2C(=N1)N)CN(C1=CC=C(C(=O)O)C=C1)C 4-[[(2,4-diamino-6-pteridinyl)methyl]methylamino]benzoic Acid